FC1=C(C(=CC=C1)C)C1=NC(=CC2=CC=CC=C12)N (2-fluoro-6-methyl-phenyl)isoquinolin-3-amine